(4R,7S)-benzyl-hexahydropyrrolo[3,4-b]pyrrole C(C1=CC=CC=C1)N1C=2C(CC1)CNC2